CN1C[C@@H]([C@H](CC1)NC(=O)C1=CC(=CC=2N(C=NC21)CC(F)(F)F)C#CCNC=2C(OC)=CC(=C(C2)C(NC)=O)F)C N-[(3S,4S)-1-methyl-3-methyl-4-piperidyl]-6-{3-[4-(N-methylcarbamoyl)-5-fluoro-2-anisidino]-1-propynyl}-1-(2,2,2-trifluoroethyl)-1H-1,3-benzimidazole-4-carboxamide